C(C)(=O)O[C@@H]1[C@@H]([C@@H](O[C@H](C1)ONC(\C=C\C1=CC=C(C=C1)CNCCC1=C(NC2=CC=CC=C12)C)=O)C)OC(C)=O (2S,3R,4S,6S)-3-(acetyloxy)-2-methyl-6-{[(2E)-3-[4-({[2-(2-methyl-1H-indol-3-yl)ethyl]amino}methyl)phenyl]prop-2-enamido]oxy}oxan-4-yl acetate